1-(2-((2S)-5-fluoro-2-((6-methylpyridin-2-yl)carbamoyl)azepan-1-yl)-2-oxoethyl)-5-(quinolin-7-yl)-1H-indole-3-carboxamide FC1CC[C@H](N(CC1)C(CN1C=C(C2=CC(=CC=C12)C1=CC=C2C=CC=NC2=C1)C(=O)N)=O)C(NC1=NC(=CC=C1)C)=O